C(C=C)(=O)O.S1N=CC(C1)=O isothiazolin-one acrylate